O1N=C(N=C1)[C@H](CCS(=O)(=N)CCCC(F)(F)F)N (1S)-1-(1,2,4-oxadiazol-3-yl)-3-(4,4,4-trifluorobutylsulfonimidoyl)propan-1-amine